Cl.NCC1=CC=C(C=C1)NC(=O)NCC1=CC=C(C=C1)Cl 1-(4-(aminomethyl)phenyl)-3-(4-chlorobenzyl)urea hydrochloride